NC1=C(C(=O)NC2CCC2)C=C(C=N1)C1=C(C=C(C=C1)NC(C(O)C1=CC(=CC(=C1)F)F)=O)C 2-amino-N-cyclobutyl-5-(4-(2-(3,5-difluorophenyl)-2-hydroxyacetamido)-2-methylphenyl)nicotinamide